4,5-dibromo-2-phenyl-1H-imidazole BrC=1N=C(NC1Br)C1=CC=CC=C1